ClCC=1OC2=C(N1)C=C(C=C2)C 2-(chloromethyl)-5-methyl-1,3-benzoxazole